2-(3,6-dihydro-2H-pyran-4-yl)-1H-indole-1-carboxylic acid tert-butyl ester C(C)(C)(C)OC(=O)N1C(=CC2=CC=CC=C12)C=1CCOCC1